6-(4-(2-(3-(2,6-dichlorophenyl)-5-methylisoxazol-4-yl)ethyl)piperazin-1-yl)-1-methyl-1H-indole-3-carboxylic acid ClC1=C(C(=CC=C1)Cl)C1=NOC(=C1CCN1CCN(CC1)C1=CC=C2C(=CN(C2=C1)C)C(=O)O)C